2-Butylmagnesium chloride CC(CC)[Mg]Cl